FC1=C(N=CC2=C1N=C(N=C2N([C@H]2CNCC2)C)OC[C@]21CCCN1C[C@@H](C2)F)C2=C(C(=CC=C2)F)C(F)(F)F 8-fluoro-7-(3-fluoro-2-(trifluoromethyl)phenyl)-2-(((2R,7aS)-2-fluorotetrahydro-1H-pyrrolizin-7a(5H)-yl)methoxy)-N-methyl-N-((R)-pyrrolidin-3-yl)pyrido[4,3-d]pyrimidin-4-amine